4-cyclopropylpyrimidin-2-amine C1(CC1)C1=NC(=NC=C1)N